N-(2-(3-chloro-2-fluorophenylmethylamino)-2-oxoethyl)-N-cyclopropylacetamide ClC=1C(=C(C=CC1)CNC(CN(C(C)=O)C1CC1)=O)F